2-Amino-6-((1-aminocyclopropyl)methoxy)-5-methyl-1-(5-methyl-1H-indazol-4-yl)-1H-pyrrole NC=1N(C(=CC1)C)C1=C2C=NNC2=CC(=C1C)OCC1(CC1)N